methyl ((2-(6-hydroxyhex-1-yn-1-yl)-6-methylpyridin-3-yl)sulfonyl)-L-prolinate OCCCCC#CC1=NC(=CC=C1S(=O)(=O)N1[C@@H](CCC1)C(=O)OC)C